7-(2-(dimethylamino)ethoxy)-6-methoxy-2-(4-methyl-1,4-diazepan-1-yl)-N-(1-methylpiperidin-4-yl)quinazolin-4-amine CN(CCOC1=C(C=C2C(=NC(=NC2=C1)N1CCN(CCC1)C)NC1CCN(CC1)C)OC)C